COC1=CC=C(CN2N=CC3=C(C2=O)C(=NN3CCOCC(=O)N(C3CCN(CC3)C3=NC=C(C=N3)C(F)(F)F)C)C(F)(F)F)C=C1 2-(2-(5-(4-methoxybenzyl)-4-oxo-3-(trifluoromethyl)-4,5-dihydro-1H-pyrazolo[3,4-d]pyridazin-1-yl)ethoxy)-N-methyl-N-(1-(5-(trifluoromethyl)pyrimidin-2-yl)piperidin-4-yl)acetamide